NC1=C(C=CC=C1)N(S(=O)(=O)C)C N-(2-aminophenyl)-N-methyl-methanesulfonamide